C(C)(C)(C)OC(=O)N1CC2=CC(=CC(=C2CC1)OC)Cl 7-chloro-5-methoxy-3,4-dihydro-1H-isoquinoline-2-carboxylic acid tert-butyl ester